2-bromo-4-(difluoromethyl)-6-(methylsulfonyl)pyridine BrC1=NC(=CC(=C1)C(F)F)S(=O)(=O)C